(S)-3-(4'-(13-azido-2,5,8,11-tetraoxatridecyl)-2',6'-dimethoxy-[1,1'-biphenyl]-4-yl)-2-(2,6-difluorobenzoylamino)propionic acid N(=[N+]=[N-])CCOCCOCCOCCOCC1=CC(=C(C(=C1)OC)C1=CC=C(C=C1)C[C@@H](C(=O)O)NC(C1=C(C=CC=C1F)F)=O)OC